methylbiphenyl diacrylate C(C=C)(=O)O.C(C=C)(=O)O.CC1=C(C=CC=C1)C1=CC=CC=C1